N1-(4-bromo-2-fluorophenyl)-N2-((S)-4-methyl-1-oxo-1-(((S)-3-oxo-1-((S)-2-oxopyrrolidin-3-yl)-4-(2,3,5,6-tetrafluorophenoxy)butan-2-yl)amino)pentan-2-yl)oxalamide BrC1=CC(=C(C=C1)NC(C(=O)N[C@H](C(N[C@@H](C[C@H]1C(NCC1)=O)C(COC1=C(C(=CC(=C1F)F)F)F)=O)=O)CC(C)C)=O)F